ClC1=C(C=CC=C1Cl)[C@@H]1N(OCC1)C1=CC(=NC=N1)NC=1C(=CC(=C(C1)NC(C=C)=O)N1CCC(CC1)N(C)C)OC N-(5-((6-((R)-3-(2,3-dichlorophenyl)isoxazolidine-2-yl)pyrimidine-4-yl)amino)-2-(4-(dimethylamino)piperidine-1-yl)-4-methoxyphenyl)acrylamide